N12CCN(C(CC1)C2)C2=NC=C(C=N2)OC2=NC(=CC(=C2)CN2CC[C@H]1C[C@H]1CC2)C2=CC(=CC(=C2)Cl)Cl (1R,7S,8r)-4-((2-((2-(1,4-Diazabicyclo[3.2.1]octan-4-yl)pyrimidin-5-yl)oxy)-6-(3,5-dichlorophenyl)pyridin-4-yl)methyl)-4-azabicyclo[5.1.0]octan